2-({[2-(2-methylbiphenyl-3-yl)-6-(pyridin-2-ylmethoxy)-1,3-benzooxazol-5-yl]methyl}amino)ethanol CC1=C(C=CC=C1C=1OC2=C(N1)C=C(C(=C2)OCC2=NC=CC=C2)CNCCO)C2=CC=CC=C2